Cl.FC=1C(=CC2=C(N(C(N2C)=O)C2C(NC(CC2)=O)=O)C1)N1CCNCC1 3-(6-fluoro-3-methyl-2-oxo-5-piperazin-1-yl-benzimidazol-1-yl)piperidine-2,6-dione hydrochloride